O=C([C@H](C1=CC=CC=C1)NCCC1=CC=C(C=C1)S(=O)(=O)N)C1=CNC2=CN=CC=C21 |r| (S)- and (R)-4-(2-((2-oxo-1-phenyl-2-(1H-pyrrolo[2,3-c]pyridin-3-yl)ethyl)amino)ethyl)benzenesulfonamide